CS(=O)(=O)OC1CC(C1)C(=O)OC methyl 3-methylsulfonyl-oxycyclobutane-carboxylate